2-bromo-spiro-9,9'-bifluorene BrC1=CC=2C3(C4=CC=CC=C4C2C=C1)C1=CC=CC=C1C1=CC=CC=C13